N-cyclopropyl-6-((3-formylphenyl)amino)-8-(methylamino)imidazo[1,2-b]pyridazine-3-carboxamide C1(CC1)NC(=O)C1=CN=C2N1N=C(C=C2NC)NC2=CC(=CC=C2)C=O